trans-(2-((1z,4e)-hept-1,4-dien-1-yl)thiophene) C(=C/C\C=C\CC)/C=1SC=CC1